4-{4-[(2-tert-butylphenyl)methoxy]-3-methoxyphenyl}-2H,4H,5H,6H,7H-pyrazolo[3,4-b]pyridin-6-one C(C)(C)(C)C1=C(C=CC=C1)COC1=C(C=C(C=C1)C1C=2C(NC(C1)=O)=NNC2)OC